2,4-dimethoxy-6-(benzylamino)benzoic acid COC1=C(C(=O)O)C(=CC(=C1)OC)NCC1=CC=CC=C1